FC1=C(C=CC=C1F)CNC1=NC(=NC(=N1)C1=CC=C2C=CN(C2=C1)C)N N4-[(2,3-difluorophenyl)methyl]-6-(1-methylindol-6-yl)-1,3,5-triazine-2,4-diamine